NC([C@H](CCC)NC(OCC1=CC=CC=C1)=O)=O (S)-benzyl (1-amino-1-oxopentan-2-yl)carbamate